(7S)-11-chloro-9-(2,6-difluorophenyl)-N-[(2S)-2-hydroxypropyl]-7-methyl-12-(trifluoromethyl)-2,3,5,8,13-pentaazatricyclo[8.4.0.02,6]tetradeca-1(10),3,5,8,11,13-hexa-ene-4-carboxamide ClC=1C=2C(=N[C@H](C3=NC(=NN3C2C=NC1C(F)(F)F)C(=O)NC[C@H](C)O)C)C1=C(C=CC=C1F)F